N-(4'-(methoxymethyl)-[1,1'-biphenyl]-4-yl)-2-methyl-2-(4-(trifluoromethyl)phenoxy)propanamide COCC1=CC=C(C=C1)C1=CC=C(C=C1)NC(C(C)(OC1=CC=C(C=C1)C(F)(F)F)C)=O